Methyl (5-bromo-6-chloro-2-(trifluoromethoxy)pyridin-3-yl)carbamate BrC=1C=C(C(=NC1Cl)OC(F)(F)F)NC(OC)=O